2-(5-(1-((1R,5S,6s)-3-azabicyclo[3.1.0]hexan-6-yl)vinyl)pyrazin-2-yl)-5-(1H-imidazol-1-yl)phenol [C@@H]12CNC[C@H]2C1C(=C)C=1N=CC(=NC1)C1=C(C=C(C=C1)N1C=NC=C1)O